COC1=CC=C(C=C1)NC(=S)N\N=C\1/C(NC2=CC=CC=C12)=O (Z)-N-(4-methoxyphenyl)-2-(2-oxoindoline-3-ylidene)hydrazinecarbothioamide